C(C=C)OCC(C(=O)O)=C 2-(allyloxymethyl)acrylic acid